N,N'-(azanediylbis(ethane-2,1-diyl))bis(1,2,5-dithiazepane-5-carboxamide) 2,2,2-trifluoroacetate FC(C(=O)O)(F)F.N(CCNC(=O)N1CCSSCC1)CCNC(=O)N1CCSSCC1